tert-butyl 6-(2-(aminomethyl)-3-chlorobenzyl)-2,6-diazaspiro[3.3]heptane-2-carboxylate NCC1=C(CN2CC3(CN(C3)C(=O)OC(C)(C)C)C2)C=CC=C1Cl